2-[3-(6-bromo-2-pyridyl)imidazo[1,2-a]pyrazin-6-yl]propan-2-ol BrC1=CC=CC(=N1)C1=CN=C2N1C=C(N=C2)C(C)(C)O